C(C)OC=1C=C(C=CC1)C1=CC(=C(C(=C1)OC)CN1CCN(CC1)C1=CC=C(N=N1)C(=O)NS(=O)(=O)C1=CC(=C(C=C1)NCCSC1=CC=CC=C1)C(F)(F)F)OC 6-[4-[[4-(3-Ethoxyphenyl)-2,6-dimethoxyphenyl]methyl]piperazin-1-yl]-N-[4-(2-phenylsulfanylethylamino)-3-(trifluoromethyl)phenyl]sulfonylpyridazine-3-carboxamide